N-(2-methoxy-4-(1-phenylcyclopentane-1-carboxamido)phenyl)-4-methylbenzamide COC1=C(C=CC(=C1)NC(=O)C1(CCCC1)C1=CC=CC=C1)NC(C1=CC=C(C=C1)C)=O